(1R,2R,3S)-2-(tert-butoxycarbonyl)-3-(((di-tert-butoxyphosphoryl)oxy)methyl)cyclopropane-1-carboxylic acid C(C)(C)(C)OC(=O)[C@H]1[C@@H]([C@@H]1COP(=O)(OC(C)(C)C)OC(C)(C)C)C(=O)O